4-(4-(4-methyl-1H-1,2,3-triazol-1-yl)butyl)phenol CC=1N=NN(C1)CCCCC1=CC=C(C=C1)O